1-(((5-bromopyridin-2-yl)methyl)amino)piperidin-2-one BrC=1C=CC(=NC1)CNN1C(CCCC1)=O